COC=1C=C2C(=CC(=NC2=CC1)C(F)(F)F)C 6-methoxy-4-methyl-2-(trifluoromethyl)quinoline